N-(3',4'-dichloro-4-fluorobiphenyl-2-yl)-1-methyl-3-difluoromethyl-1H-pyrazole-4-carboxamide ClC=1C=C(C=CC1Cl)C1=C(C=C(C=C1)F)NC(=O)C=1C(=NN(C1)C)C(F)F